(R)-2-((R)-3,3-dimethylisochroman-1-yl)pyrrolidine tert-butyl-6-amino-2-(trifluoromethyl)-3',6'-dihydro-[3,4'-bipyridine]-1'(2'H)-carboxylate C(C)(C)(C)OC(=O)N1CCC(=CC1)C=1C(=NC(=CC1)N)C(F)(F)F.CC1(O[C@H](C2=CC=CC=C2C1)[C@@H]1NCCC1)C